7-((3R,4S)-4-((2,3-dihydrobenzo[b][1,4]dioxin-6-yl-2,2,3,3-d4)oxy)-3-fluoropiperidin-1-yl)-8,9-dimethyl-4H-pyrimido[1,2-b]pyridazin-4-one O1C2=C(OC(C1([2H])[2H])([2H])[2H])C=C(C=C2)O[C@@H]2[C@@H](CN(CC2)C=2C(=C(C=1N(N2)C(C=CN1)=O)C)C)F